NC1=C(C2=C(S1)C(=CC=C2C2=C(C=C1C(=NC(=NC1=C2F)OC[C@]2(N(CCC2)C)C)N([C@H](C)N2CC=NC=C2)C)Cl)F)C#N (R)-2-amino-4-(6-chloro-2-(((S)-1,2-dimethylpyrrolidin-2-yl)methoxy)-8-fluoro-4-(methyl((R)-1-(pyrazin-4-yl)ethyl)amino)quinazolin-7-yl)-7-fluorobenzo[b]thiophene-3-carbonitrile